NC1=NC(=CC(=C1)NCCCC)C1=CC=C(C=C1)CN1CCCC1 2-amino-4-(butylamino)-6-(4-(pyrrolidin-1-ylmethyl)phenyl)pyridine